O=C1N(CCC(N1)=O)C=1C(=CC(=C(C(=O)NCCCCCNC(OC(C)(C)C)=O)C1)F)C tert-butyl (5-(5-(2,4-dioxotetrahydropyrimidin-1(2H)-yl)-2-fluoro-4-methylbenzamido)pentyl)carbamate